C12CN(CC(N1)C2)CC2=NC1=CC(=CC=C1C(N2)=O)F 2-((3,6-diazabicyclo[3.1.1]heptan-3-yl)methyl)-7-fluoro-4(3H)-quinazolinone